C1(CC1)C1=CC2=C(N(C(N=C2N2[C@H](CN(CC2)C(=O)OC(C)(C)C)C)=O)C=2C(=NC=CC2C)C(C)C)N=C1C1=C(C=CC(=C1)OC)F tert-butyl (S)-4-(6-cyclopropyl-7-(2-fluoro-5-methoxyphenyl)-1-(2-isopropyl-4-methylpyridin-3-yl)-2-oxo-1,2-dihydropyrido[2,3-d]pyrimidin-4-yl)-3-methylpiperazine-1-carboxylate